2-(2,6-dioxopiperidin-3-yl)-5-((4-(6-isopropylthieno[2,3-d]pyrimidin-4-yl)piperazin-1-yl)methyl)isoindoline-1,3-dione O=C1NC(CCC1N1C(C2=CC=C(C=C2C1=O)CN1CCN(CC1)C=1C2=C(N=CN1)SC(=C2)C(C)C)=O)=O